ClC=1C(=NC(=NC1)NC1=CC(=C(C=C1)N1C[C@@H](CC1)N(C)C)N)C1=CNC2=C(C=CC=C12)C (R)-N1-(5-chloro-4-(7-methyl-1H-indol-3-yl)pyrimidin-2-yl)-4-(3-(dimethylamino)pyrrolidin-1-yl)benzene-1,3-diamine